[C@H]12OC[C@H](N(C1)C1CCN(CC1)C1=C(C=C(C(=C1)OC)NC1=NC=NC(=C1)N1OCC[C@@H]1C1=CC=CC3=CC=CC=C13)NC(C=C)=O)C2 N-(2-(4-((1R,4R)-2-oxa-5-azabicyclo[2.2.1]heptane-5-yl)piperidine-1-yl)-4-methoxy-5-((6-((R)-3-(naphthalene-1-yl)isoxazolidine-2-yl)pyrimidine-4-yl)amino)phenyl)acrylamide